(2-fluoro-3-methoxyphenyl)-5-(5-fluoroisoindolin-2-yl)-3-isopropyl-7-(1H-pyrazol-4-yl)pyrazolo[1,5-a]pyrimidine-2-carboxamide FC1=C(C=CC=C1OC)C=1C(=NC=2N(C1C=1C=NNC1)N=C(C2C(C)C)C(=O)N)N2CC1=CC=C(C=C1C2)F